5-t-butyl-2-methyl-styrene C(C)(C)(C)C=1C=CC(=C(C=C)C1)C